CN1CCC(CC1)C(=O)NC=1SC(=CN1)C1=CC=[N+](C=C1)[O-] 4-(2-(1-methylpiperidine-4-carboxamido)thiazol-5-yl)pyridine 1-oxide